4-((2,5-dihydroxy-3-sulfophenyl)methylthiomethyl)-2,5-dihydroxybenzoic acid OC1=C(C=C(C=C1S(=O)(=O)O)O)CSCC1=CC(=C(C(=O)O)C=C1O)O